COCCN1C=NC=2C1=NC(=CC2N2CCOCC2)N2N=C(CC2)C2=CC=CC=C2 4-(3-(2-methoxyethyl)-5-(3-phenyl-4,5-dihydro-1H-pyrazol-1-yl)-3H-imidazo[4,5-b]pyridin-7-yl)morpholine